C(C)(=O)C=1C=C(C=C2C(N(C(=NC12)C1=NC=C(C=C1)F)C)=O)C 8-acetyl-2-(5-fluoropyridin-2-yl)-3,6-dimethylquinazolin-4(3H)-one